N-(tert-butyl)-2-chloro-3,4-dihydroxy-6-iodobenzamide C(C)(C)(C)NC(C1=C(C(=C(C=C1I)O)O)Cl)=O